FC1=NC=CC=C1C=1C=C2CN(CC2=CC1)C(CN1N=C(N=C1)C#N)=O 1-(2-(5-(2-fluoropyridin-3-yl)isoindolin-2-yl)-2-oxoethyl)-1H-1,2,4-triazole-3-carbonitrile